5-(4-(tert-Butoxycarbonyl)phenyl)-6-(4-methoxyphenyl)nicotinic acid C(C)(C)(C)OC(=O)C1=CC=C(C=C1)C=1C(=NC=C(C(=O)O)C1)C1=CC=C(C=C1)OC